N-[6-(5-chloro-1,3-benzoxazol-2-yl)spiro[3.3]heptan-2-yl]-5-methylsulfanyl-furan-2-carboxamide ClC=1C=CC2=C(N=C(O2)C2CC3(CC(C3)NC(=O)C=3OC(=CC3)SC)C2)C1